N1C(=NC2=C1C=CC=C2)CNCCC=2SC=C(N2)C(=O)NCC=2C(NC=CC2)=O 2-{2-[(1H-1,3-Benzodiazol-2-ylmethyl)amino]ethyl}-N-[(2-oxo-1,2-dihydropyridin-3-yl)methyl]-1,3-thiazole-4-carboxamide